1-(bicyclo[1.1.1]pentan-1-yl)-4-((6-phenylpyridin-3-yl)methyl)piperazine-2,3-dione C12(CC(C1)C2)N2C(C(N(CC2)CC=2C=NC(=CC2)C2=CC=CC=C2)=O)=O